(1r,4r)-4-((5-([1,2,4]triazolo[4,3-a]pyridin-6-yl)-4-methoxy-7H-pyrrolo[2,3-d]pyrimidin-2-yl)amino)-1-methylcyclohexan-1-ol N=1N=CN2C1C=CC(=C2)C2=CNC=1N=C(N=C(C12)OC)NC1CCC(CC1)(O)C